FC1=C(C=CC(=C1)O)C1=C(N=C2N(C1=O)C=CC(=C2)OC)C(F)(F)F 3-(2-fluoro-4-hydroxyphenyl)-8-methoxy-2-(trifluoromethyl)-4H-pyrido[1,2-a]pyrimidin-4-one